NC1=C2NC(N(C2=NC(=N1)OCCCC)CC1=CC=C(C=C1)CCl)=O 6-amino-2-butoxy-9-(4-(chloromethyl)benzyl)-7H-purin-8(9H)-one